O1COC2=C1C=CC(=C2)OC2=NC=NC1=CC=CC(=C21)Br 4-(benzo[d][1,3]dioxol-5-yloxy)-5-bromoquinazoline